C(C)OC(=O)C=1C=NC(=NC1)N(CC1=CC(=CC(=C1)OC(C)C)OCC)C(=O)OC(C)(C)C 2-((tert-Butoxycarbonyl)(3-ethoxy-5-isopropoxy-benzyl)amino)pyrimidine-5-carboxylic acid ethyl ester